ethyl 1-(aminomethyl)cyclopropane-1-carboxylate NCC1(CC1)C(=O)OCC